CC1C(N1)C(=O)O 3-methylaziridine-2-carboxylic Acid